ClC=1C=C(COC=2C=C(C=NC2)C=2C=NN(C2)C2CCN(CC2)C(=O)OC(C)(C)C)C=CC1 tert-butyl 4-(4-(5-((3-chlorobenzyl)oxy)pyridin-3-yl)-1H-pyrazol-1-yl)piperidine-1-carboxylate